(3aS,4R,6aR)-4-(4-((4-methoxybenzyl)amino)-7H-pyrrolo[2,3-d]pyrimidin-7-yl)-2,2,5-trimethyl-3a,6a-dihydro-4H-cyclopenta[d][1,3]dioxol COC1=CC=C(CNC=2C3=C(N=CN2)N(C=C3)[C@@H]3C(=C[C@H]2OC(O[C@H]23)(C)C)C)C=C1